C(C)C=CCCCCCCCCCCCCCC ethyl-hexadecaneN